ClC=1C=NC(=NC1)CN1C(=NC2=C1C=C(C=C2)C#N)N2C[C@H]([C@@H](CC2)F)NC(OC(C)(C)C)=O tert-butyl ((3R,4R)-1-(1-((5-chloropyrimidin-2-yl)methyl)-6-cyano-1H-benzo[d]imidazol-2-yl)-4-fluoropiperidin-3-yl)carbamate